COCCCNCC(C(C)OC1=CC=CC=C1)O ((3-methoxypropyl)amino)-3-phenoxybutan-2-ol